C(C)(=O)C1=CC(=C2C=C(C(N(C2=C1)C)=O)C)OC 7-acetyl-5-methoxy-1,3-dimethylquinolin-2(1H)-one